N1(CCS(CC1)(=O)=O)C(=O)O[C@@H]1CC[C@H](CC1)C(N(C[C@@H]1CC[C@H](CC1)C1=CC(=C(C=C1)OC)C)C1=CC(=CC=C1)C=1C=NN(C1)C1CC1)=O trans-4-((3-(1-Cyclopropyl-1H-pyrazol-4-yl)phenyl)((trans-4-(4-methoxy-3-methylphenyl)cyclohexyl)methyl)carbamoyl)cyclohexyl thiomorpholine-4-carboxylate 1,1-dioxide